6-((1R,3R,5S)-3-((3-(2-chlorophenyl)-5-cyclopropyl-isoxazol-4-yl)methoxy)-8-azabicyclo[3.2.1]Octan-8-yl)nicotinonitrile ClC1=C(C=CC=C1)C1=NOC(=C1COC1C[C@H]2CC[C@@H](C1)N2C2=NC=C(C#N)C=C2)C2CC2